COC1=CC=C(C=C1)N1C=C(C=C1)C(=O)N=[N+]=[N-] 1-(4-methoxyphenyl)-1H-pyrrole-3-carbonyl azide